rac-(2R,3S,5R)-3-(4-fluoro-2-methoxy-3-methylphenyl)-5-methyl-5-(trifluoromethyl)tetrahydrofuran-2-carboxylic acid FC1=C(C(=C(C=C1)[C@H]1[C@@H](O[C@](C1)(C(F)(F)F)C)C(=O)O)OC)C |r|